4-chloro-N-(2-(4-methylpiperazin-1-yl)-5-(4-((3-morpholinopropyl)carbamoyl)-1H-1,2,3-triazol-1-yl)phenyl)-6-(trifluoromethyl)nicotinamide ClC1=CC(=NC=C1C(=O)NC1=C(C=CC(=C1)N1N=NC(=C1)C(NCCCN1CCOCC1)=O)N1CCN(CC1)C)C(F)(F)F